C1(=CC=C(C=C1)C(C1=CC=C(C=C1)C)=NOC(C(=O)OC)=O)C Methyl 2-(((di-p-tolylmethylene) amino) oxy)-2-oxoacetate